C(CCCCC)OCOCCC=CCCCCCCCCCCCl 14-chloro-3-tetradecenyl hexoxymethyl ether